N1C=[NH+]C=C1.C(CCC)(=O)[O-].[NH4+].C(CCC)(=O)[O-] ammonium butyrate imidazolium salt